3-[[1-(2-tert-butoxy-2-oxo-ethyl)piperazin-1-ium-1-yl]methyl]azetidine-1-carboxylic acid tert-butyl ester C(C)(C)(C)OC(=O)N1CC(C1)C[N+]1(CCNCC1)CC(=O)OC(C)(C)C